ClC=1C=C2C=C(C(=NC2=CC1)OC)C(O)C=1C=C(C=CC1)C (6-chloro-2-methoxyquinolin-3-yl)(m-tolyl)methanol